ClC1=CC(=CC2=C1NC(=N2)NC(OC)=O)C2=C(C=CC(=C2)CC2=NNC(C1=CC=CC=C21)=O)F Methyl (7-chloro-5-(2-fluoro-5-((4-oxo-3,4-dihydrophthalazin-1-yl)methyl)phenyl)-1H-benzoimidazol-2-yl)carbamate